ClC=1C=C2C(=NC(=NC2=C(C1C1=C(C(=CC(=N1)N)C)C(F)(F)F)F)OCC1(CC1)CN1CCC(CC1)(F)F)N1CC2CCC(C1)N2 6-(6-chloro-4-{3,8-diazabicyclo[3.2.1]octan-3-yl}-2-({1-[(4,4-difluoropiperidin-1-yl)methyl]cyclopropyl}methoxy)-8-fluoroquinazolin-7-yl)-4-methyl-5-(trifluoromethyl)pyridin-2-amine